tert-Butyl N-[(3R,4S)-1-[7-(4-chloro-2-methyl-2H-indazol-5-yl)-5-{[2-(trimethylsilyl) ethoxy]methyl}-5H-pyrrolo[2,3-b]pyrazin-3-yl]-3-fluoropiperidin-4-yl]carbamate ClC=1C2=CN(N=C2C=CC1C1=CN(C2=NC(=CN=C21)N2C[C@H]([C@H](CC2)NC(OC(C)(C)C)=O)F)COCC[Si](C)(C)C)C